C12CNCC(N1C=1C3=C(N=C(N1)OC[C@H]1N(C[C@@H](C1)F)C)N=C(C(=C3)F)C3=CC(=CC1=CC=CC(=C31)F)O)C2 4-(4-(3,6-diazabicyclo[3.1.1]heptan-6-yl)-6-fluoro-2-(((2S,4R)-4-fluoro-1-methylpyrrolidin-2-yl)methoxy)pyrido[2,3-d]pyrimidin-7-yl)-5-fluoronaphthalen-2-ol